2-amino-3-(3-hydroxyphenyl)propionic acid cyclopentyl ester C1(CCCC1)OC(C(CC1=CC(=CC=C1)O)N)=O